1-methyl-3-Phenylimidazolium hexafluorophosphate F[P-](F)(F)(F)(F)F.CN1C=[N+](C=C1)C1=CC=CC=C1